[Si](O)(O)(O)O.COC monomethylether orthosilicate